(S)-N6-(2-(1-(2,3-dichlorophenyl)piperidin-4-yl)ethyl)-N6-propyl-4,5,6,7-tetrahydrobenzo[d]thiazole-2,6-diamine hydrochloride Cl.ClC1=C(C=CC=C1Cl)N1CCC(CC1)CCN([C@@H]1CC2=C(N=C(S2)N)CC1)CCC